trans-4-[[5-(1,3-dimethylpyrazol-4-yl)-3-pyridyl]methyl]cyclohexanecarboxylic acid CN1N=C(C(=C1)C=1C=C(C=NC1)C[C@@H]1CC[C@H](CC1)C(=O)O)C